C(C)OC=1OCCN1 2-ethoxyoxazoline